2-[(4-butylbenzoyl)amino]-3-phenylpropanoic acid C(CCC)C1=CC=C(C(=O)NC(C(=O)O)CC2=CC=CC=C2)C=C1